5-(phenylsulfonyl)-N-4-piperidinyl-2-(trifluoromethyl)-benzenesulfonamide C1(=CC=CC=C1)S(=O)(=O)C=1C=CC(=C(C1)S(=O)(=O)NC1CCNCC1)C(F)(F)F